F[C@@H]1[C@H]2CCC[C@@H](C[C@@H]1OC1=CC=C(N=N1)C1=C(C=C(C=C1)C=1C(=NOC1)C)O)N2 2-(6-(((1r,2r,3s,5s)-2-fluoro-9-azabicyclo[3.3.1]non-3-yl)oxy)pyridazin-3-yl)-5-(3-methylisoxazol-4-yl)phenol